C1(CC1)C1=NN(C(=C1C(F)(F)F)C(=O)NC1=CC(=NC=C1)S(=O)(=N)C)CC1(CCCC1)C(F)(F)F 3-Cyclopropyl-N-(2-(S-methylsulfonimidoyl)pyridin-4-yl)-4-(trifluoromethyl)-1-((1-(trifluoromethyl)cyclopentyl)methyl)-1H-pyrazole-5-carboxamide